(4-(1-(3,4-difluorophenyl)-5-(trifluoromethyl)-1H-1,2,3-triazole-4-carboxamido)-2-fluorophenoxy)-N-propylpicolinamide FC=1C=C(C=CC1F)N1N=NC(=C1C(F)(F)F)C(=O)NC1=CC(=C(OC=2C(=NC=CC2)C(=O)NCCC)C=C1)F